C(C)(C)(C)OC(=O)N1CCC(=CC1)C1=C(C=C(C(=O)NC2=CC(=C(C(=C2)F)C=2CCN(CC2)C(=O)OC(C)(C)C)F)C=C1)F tert-butyl 4-[4-(4-{1-[(tert-butoxy)carbonyl]-1,2,3,6-tetrahydropyridin-4-yl}-3-fluorobenzamido)-2,6-difluorophenyl]-1,2,3,6-tetrahydropyridine-1-carboxylate